OCCC(C)N1N=C2C=C(C=CC2=C1C1CCN(CC1)C(C=C)=O)C1=C(C=CC=C1)C(F)(F)F 1-(4-(2-(4-hydroxybut-2-yl)-6-(2-(trifluoromethyl)phenyl)-2H-indazol-3-yl)piperidin-1-yl)prop-2-en-1-one